CN(CC(=O)O)C1=NC2=CC=C(C=C2C(=C1)C1=CC=CC=C1)CCN(C1=CC=CC=C1)C 2-[methyl(6-{2-[methyl(phenyl)amino]ethyl}-4-phenylquinolin-2-yl)amino]acetic acid